FC1=CC2=C(N(C=N2)C[C@@]2(C[C@]3(CN(C(O3)=O)C3=NC=C(N=C3)C(C)(C)O)CC[C@H]2F)C)C=C1C#N 5-fluoro-1-(((5S,7S,8R)-8-fluoro-3-(5-(2-hydroxy-prop-2-yl)pyrazin-2-yl)-7-methyl-2-oxo-1-oxa-3-azaspiro[4.5]decan-7-yl)methyl)-1H-benzo[d]imidazole-6-carbonitrile